ClC1=CC=C(CBr)C=C1 4-Chlorobenzyl bromide